1-(4-(tert-butoxycarbonyl)benzyl)-3-octyl-2-oxohexahydropyrimidine-5-carboxylic acid C(C)(C)(C)OC(=O)C1=CC=C(CN2C(N(CC(C2)C(=O)O)CCCCCCCC)=O)C=C1